(S)-5-((4-(3-Oxo-3-(4-(5-(trifluoromethyl)pyrimidin-2-yl)piperazin-1-yl)propoxy)butan-2-yl)amino)-4-(trifluoromethyl)pyridazin-3(2H)-one O=C(CCOCC[C@H](C)NC1=C(C(NN=C1)=O)C(F)(F)F)N1CCN(CC1)C1=NC=C(C=N1)C(F)(F)F